C(CC)(=S)OCCCCCC n-hexyl thiopropionate